tert-butyl (S)-4-(5-(6-(1-(tert-butoxy)-2-ethoxy-2-oxoethyl)-7-(4-chlorophenyl)-5-methylbenzo[d]thiazol-2-yl)-1-methyl-1H-indazol-3-yl)-3,6-dihydropyridine-1(2H)-carboxylate C(C)(C)(C)O[C@H](C(=O)OCC)C1=C(C2=C(N=C(S2)C=2C=C3C(=NN(C3=CC2)C)C=2CCN(CC2)C(=O)OC(C)(C)C)C=C1C)C1=CC=C(C=C1)Cl